FC=1C=C(C=CC1F)[C@H]1[C@@H](CN(C1)CCOC)NC(=O)NC1=C(C(=NN1C1=CC=CC=C1)C=1C=NN(C1)C)F 1-((3S,4R)-4-(3,4-difluorophenyl)-1-(2-methoxyethyl)pyrrolidin-3-yl)-3-(4-fluoro-1'-methyl-1-phenyl-1H,1'H-[3,4'-bipyrazole]-5-yl)urea